N1N=NC2=C1C=CC=C2.[Na] sodium benzotriazol salt